3-glycidoxypropylmethyldiethoxy-3-Glycidoxypropyltriethoxysilane C(C1CO1)OCCCC(C(O[Si](OCC)(OCC)CCCOCC1CO1)(OCC)OCC)C